6-methoxy-4-((5-methyl-1H-pyrazol-3-yl)amino)-7-(3-(pyrrolidin-1-yl)propoxy)quinazoline-2-carbonitrile COC=1C=C2C(=NC(=NC2=CC1OCCCN1CCCC1)C#N)NC1=NNC(=C1)C